CN([C@@H](CC=1C=C2C=CNC2=CC1)C1(CC1)NC(=N)N[C@@H]1CC2=CC=CC=C2CC1)C 1-(1-((S)-1-(dimethylamino)-2-(1H-indol-5-yl)ethyl)cyclopropyl)-3-((S)-1,2,3,4-tetrahydronaphthalen-2-yl)guanidine